(4-(1H-imidazol-2-yl)piperidin-1-yl)(3'-(trifluoromethyl)-[1,1'-biphenyl]-4-yl)methanone N1C(=NC=C1)C1CCN(CC1)C(=O)C1=CC=C(C=C1)C1=CC(=CC=C1)C(F)(F)F